2-carbonyl-1,3-dioxane C(=O)=C1OCCCO1